NC1=NC=CC=C1C1=NC=2C(=NC=C(C2)C(F)(F)F)N1C1=CC=C(CNC(=O)C2=CC=C(C(=O)O)C=C2)C=C1 4-((4-(2-(2-aminopyridin-3-yl)-6-(trifluoromethyl)-3H-imidazo[4,5-b]pyridin-3-yl)benzyl)carbamoyl)benzoic acid